COC1CN(C1)C=1C(=C(C=CC1)O)[N+](=O)[O-] 3-(3-Methoxyazetidin-1-yl)-2-nitrophenol